tert-Butyl (3-phenyl-2,3,4,5-tetrahydro-1,5-benzoxazepin-8-yl)carbamate C1(=CC=CC=C1)C1COC2=C(NC1)C=CC(=C2)NC(OC(C)(C)C)=O